5-methoxy-4-(methylamino)-1-phenyl-7-(trifluoromethyl)pyrido[2,3-d]pyrimidin-2(1H)-one COC1=CC(=NC=2N(C(N=C(C21)NC)=O)C2=CC=CC=C2)C(F)(F)F